FC(C1(CC1)N)(F)F 1-(trifluoromethyl)-cyclopropan-1-amine